tert-butyl 2-(tert-butyl)-9-iodo-4-methyl-8-(4-((4-(methylsulfonyl)piperidin-1-yl)methyl)phenyl)-3-oxo-1,2,3,4-tetrahydro-7H-pyrrolo[3',2':5,6]pyrido[3,4-d]pyrimidine-7-carboxylate C(C)(C)(C)N1C(N(C2=C(C1)C1=C(N=C2)N(C(=C1I)C1=CC=C(C=C1)CN1CCC(CC1)S(=O)(=O)C)C(=O)OC(C)(C)C)C)=O